4-pentene-1,2-dicarboxylic anhydride C1C(CC=C)C(=O)OC1=O